N[C@H](C(=O)O)CC(N(CCN)CCN)=O (2S)-2-amino-3-[bis(2-aminoethyl)carbamoyl]propanoic acid